7-[[5-[(3R)-3-amino-1-piperidyl]-2-pyridyl]amino]-4-(1-methylpyrrolo[2,3-b]pyridin-4-yl)isoindolin-1-one N[C@H]1CN(CCC1)C=1C=CC(=NC1)NC=1C=CC(=C2CNC(C12)=O)C1=C2C(=NC=C1)N(C=C2)C